2-(1-(2-(4-methylpiperazin-1-yl)ethyl)-6,7-dihydro-1H-[1,4]dioxino[2',3':4,5]benzo[1,2-d]imidazol-2-yl)ethan-1-amine trihydrochloride Cl.Cl.Cl.CN1CCN(CC1)CCN1C(=NC2=C1C=C1C(=C2)OCCO1)CCN